C[C@H]1N(CCN(C1=O)C)CCOC1=CC=C(C=C1)C1=CC=C(C=C1)C=1C2=C(C(N(C1)C)=O)NC=C2 (R)-4-{4'-[2-(2,4-dimethyl-3-oxopiperazin-1-yl)ethoxy]-[1,1'-biphenyl]-4-yl}-6-methyl-1H-pyrrolo[2,3-c]pyridin-7(6H)-one